NC=1N(C(C=2C=C(C=NC2C1C#N)C)=O)C1=C(C(=CC=C1C)OCOC)C 7-amino-6-[3-(methoxymethoxy)-2,6-dimethylphenyl]-3-methyl-5-oxo-5,6-dihydro-1,6-naphthyridine-8-carbonitrile